2-(oxazolo[4,5-b]pyridin-2-yl)-2,7-diazaspiro[4.5]decane-6,8-dione O1C(=NC2=NC=CC=C21)N2CC1(CC2)C(NC(CC1)=O)=O